5-(3-chloroimidazo[1,2-b]pyridazin-6-yl)-N-((1-fluorocyclohexyl)methyl)-7H-pyrrolo[2,3-d]pyrimidin-2-amine ClC1=CN=C2N1N=C(C=C2)C2=CNC=1N=C(N=CC12)NCC1(CCCCC1)F